OC(C1=CC=CC=C1)(O)O tris-hydroxyphenylmethane